diethylphosphine Aluminium [Al].C(C)PCC